2-(1,1-dimethyl-ethyl)-9,10-dimethoxyanthracene CC(C)(C)C1=CC2=C(C3=CC=CC=C3C(=C2C=C1)OC)OC